7-bromo-6-chloro-3-methylcinnolin-4-ol BrC1=C(C=C2C(=C(N=NC2=C1)C)O)Cl